4-(biphenyl-2-yl)-2-(morpholin-4-yl)-8-(1H-pyrazol-5-yl)-1,7-naphthyridine C1(=C(C=CC=C1)C1=CC(=NC2=C(N=CC=C12)C1=CC=NN1)N1CCOCC1)C1=CC=CC=C1